C1(=CC=CC=C1)[C@@H](C)NC1=C(CN(CC1)C(=O)OC(C)(C)C)C(=O)OCC 1-(tert-butyl) 3-ethyl (R)-4-((1-phenylethyl)amino)-5,6-dihydropyridine-1,3(2H)-dicarboxylate